1-amino-5-((2R,4S)-4-(7-methyl-6-(trifluoromethyl)-4-(3-(trifluoromethyl)bicyclo[1.1.1]pentan-1-yl)pyrido[2,3-d]pyrimidin-2-yl)tetrahydro-2H-pyran-2-yl)pyridin-2(1H)-one NN1C(C=CC(=C1)[C@@H]1OCC[C@@H](C1)C=1N=C(C2=C(N1)N=C(C(=C2)C(F)(F)F)C)C21CC(C2)(C1)C(F)(F)F)=O